N-((2S,4S)-1-(4-Acetaminophenylsulfonyl)-2-methylpiperidin-4-yl)-2-oxoindoline-5-carboxamide N(C(=O)C)C1=CC=C(C=C1)S(=O)(=O)N1[C@H](C[C@H](CC1)NC(=O)C=1C=C2CC(NC2=CC1)=O)C